4-tertiary butyl-cyclohexyl-methyl-amine hydrochloride Cl.C(C)(C)(C)C1CCC(CC1)NC